OC1=CC=C(C=C1)N1N=C(C(=C1C1=CC=C(C=C1)O)CCC)C1=CC=C(C=C1)O 1,3,5-tri(4-hydroxyphenyl)-4-propyl-1H-pyrazole